BrC=1C=C(CNNC(CC2OCCCC2)=O)C=CC1 N'-(3-bromobenzyl)-2-(tetrahydro-2H-pyran-2-yl)acetylhydrazine